[Na+].P(=O)(OCCCC)([O-])[O-].[Na+] monobutyl phosphate sodium salt